5-Octadecylresorcinol C(CCCCCCCCCCCCCCCCC)C=1C=C(C=C(O)C1)O